4-(trifluoromethyl)benzene-1-carbaldehyde FC(C1=CC=C(C=C1)C=O)(F)F